9-(2-bromophenyl)-3-methyl-13-(morpholine-4-carbonyl)-16-thia-2,4,5,8-tetraazatetracyclo[8.6.0.02,6.011,15]hexadeca-1(10),3,5,8,11(15)-pentaene BrC1=C(C=CC=C1)C1=NCC2=NN=C(N2C=2SC=3CC(CC3C12)C(=O)N1CCOCC1)C